CC=1C(=NC=CC1)C=1OC(=NN1)N1[C@H](C2=C(CC1)NC=N2)C2=NN1C(C=CC=C1C(F)(F)F)=C2 (R)-2-(3-methylpyridin-2-yl)-5-(4-(7-(trifluoromethyl)pyrazolo[1,5-a]pyridin-2-yl)-1,4,6,7-tetrahydro-5H-imidazo[4,5-c]pyridin-5-yl)-1,3,4-oxadiazole